4-[[6-[(2S)-2-(2,4-difluorophenyl)-1,1-difluoro-2-hydroxy-3-(5-thioxo-4H-1,2,4-triazol-1-yl)propyl]-3-pyridyl]oxy]benzonitrile FC1=C(C=CC(=C1)F)[C@@](C(F)(F)C1=CC=C(C=N1)OC1=CC=C(C#N)C=C1)(CN1N=CNC1=S)O